methyl (R)-2,3-dihydroxypropanoate O[C@@H](C(=O)OC)CO